2,8-dimethyl-7-(3-((1-methyl-1H-pyrazol-5-yl)amino)-7,8-dihydro-1,6-naphthyridin-6(5H)-yl)-4H-pyrimido[1,2-b]pyridazin-4-one CC=1N=C2N(N=C(C(=C2)C)N2CC=3C=C(C=NC3CC2)NC2=CC=NN2C)C(C1)=O